7-(1-methyl-1H-pyrazol-5-yl)-5-[(3R)-3-methylmorpholin-4-yl]-[1,2]thiazolo[4,5-b]pyridine-3-carbohydrazide CN1N=CC=C1C1=C2C(=NC(=C1)N1[C@@H](COCC1)C)C(=NS2)C(=O)NN